C1(CCCCC1)CN(C)CC1=CC(=NC=C1)C=1C=C2CN(C(C2=CC1)=O)C1C(NC(CC1)=O)=O 3-(5-(4-(((cyclohexylmethyl)(methyl)amino)methyl)pyridin-2-yl)-1-oxoisoindolin-2-yl)piperidine-2,6-dione